3-(4-phenylamino-phenylamino)-2-(1h-tetrazol-5-yl)-acrylonitrile C1(=CC=CC=C1)NC1=CC=C(C=C1)NC=C(C#N)C1=NN=NN1